2'-fluoro-4'-methoxycytidine F[C@@]1([C@@H](O[C@@]([C@H]1O)(CO)OC)N1C(=O)N=C(N)C=C1)O